6'-(5-(Difluoromethyl)thiophen-2-yl)-4-(trifluoromethyl)-[3,4'-bipyridin]-2'-amine FC(C1=CC=C(S1)C1=CC(=CC(=N1)N)C=1C=NC=CC1C(F)(F)F)F